2-oxo-2-(1H-pyrrol-3-yl)acetic acid ethyl ester C(C)OC(C(C1=CNC=C1)=O)=O